5'-(4-((4-((5-(trifluoromethyl)pyridin-2-yl)amino)piperidin-1-yl)sulfonyl)phenyl)spiro[cyclopropane-1,3'-indolin]-2'-one FC(C=1C=CC(=NC1)NC1CCN(CC1)S(=O)(=O)C1=CC=C(C=C1)C=1C=C2C3(C(NC2=CC1)=O)CC3)(F)F